(3S,4S)-N-(3,5-bis(trifluoromethyl)benzyl)-N-methyl-1-(piperidine-4-carbonyl)-3-(o-tolyl)piperidine-4-carboxamide FC(C=1C=C(CN(C(=O)[C@@H]2[C@H](CN(CC2)C(=O)C2CCNCC2)C2=C(C=CC=C2)C)C)C=C(C1)C(F)(F)F)(F)F